CNC(C[C@H](CC(C)C)NC=1C=2C(N=C(N1)N1CC3(CN(C3)C(C=C)=O)CC1)=CN(N2)C)=O (3S)-N,5-dimethyl-3-((2-methyl-5-(2-(2-propenoyl)-2,6-diazaspiro[3.4]octan-6-yl)-2H-pyrazolo[4,3-d]pyrimidin-7-yl)amino)hexanamide